2-[2-(5-methyl-2-thienyl)ethoxy]Tetrahydropyran CC1=CC=C(S1)CCOC1OCCCC1